N1(C=NC2=C1C=CC=C2)C=2C=C(C(=O)O)C=CC2 3-(benzimidazole-1-yl)benzoic acid